bis-(di-tertiary-butylphenyl)iodonium C(C)(C)(C)C=1C(=C(C=CC1)[I+]C1=C(C(=CC=C1)C(C)(C)C)C(C)(C)C)C(C)(C)C